C(#N)C(C(=O)O)C(C(=O)O)O α-cyano-3-hydroxysuccinic acid